N1=C(C=CC=C1)CNCC1=CC=C(C=C1)CN(C1CCCC=2C=CC=NC12)CC1=NC2=C(N1)C=CN=C2 N-(2-pyridinylmethyl)-N'-[(1H)-5-azabenzimidazol-2-ylmethyl]-N'-(5,6,7,8-tetrahydro-8-quinolinyl)-1,4-benzenedimethanamine